25-hydroxycholesterol acetate C(C)(=O)O[C@@H]1CC2=CC[C@H]3[C@@H]4CC[C@H]([C@@H](CCCC(C)(C)O)C)[C@]4(CC[C@@H]3[C@]2(CC1)C)C